C(\C=C\C(=O)O)(=O)O.C(C)N(C(C1=C(C=CC(=C1)F)OC1=C(N=CN=N1)N1CC2(CN(C2)[C@@H](C(C)C)CCCN[C@@H](COC)C)CC1)=O)C(C)C N-ethyl-5-fluoro-N-isopropyl-2-((5-(2-((R)-6-(((R)-1-methoxypropan-2-yl)amino)-2-methylhexan-3-yl)-2,6-diazaspiro[3.4]octan-6-yl)-1,2,4-triazin-6-yl)oxy)benzamide fumarate